(1H-indazole) ruthenium(III) [Ru+3].N1N=CC2=CC=CC=C12